BrC1=C2C(=C(N=C1OC)C=1C=C3C=NN(C3=CC1)C)SC=C2 4-bromo-5-methoxy-7-(1-methylindazol-5-yl)thieno[2,3-c]pyridine